COC(=O)C=1C(=NN(C1S(=O)(=O)NC(=O)NC1=NC(=CC(=N1)OC)OC)C)Cl 3-chloro-5-[[[[(4,6-dimethoxy-2-pyrimidinyl)amino]carbonyl]amino]sulfonyl]-1-methyl-1H-pyrazole-4-carboxylic acid methyl ester